diphenyl-(p-hydroxyphenyl)sulfoxonium C1(=CC=CC=C1)[S+](=O)(C1=CC=C(C=C1)O)C1=CC=CC=C1